P(=O)(OCCN)(OCCN)OCCCCCCCCCCCCCC di(2-aminoethyl) tetradecyl phosphate